N1(CCC1)CC=1C=C(C=CC1)[C@H]1C[C@H]([C@H]2[C@@H]1OC(O2)(C)C)N2C=C(C1=C2N=C(N=C1N)Cl)C1=NN(C=C1)C 7-[(3aS,4R,6R,6aR)-6-[3-(azetidin-1-ylmethyl)phenyl]-2,2-dimethyl-tetrahydro-3aH-cyclopenta[d][1,3]dioxol-4-yl]-2-chloro-5-(1-methylpyrazol-3-yl)pyrrolo[2,3-d]pyrimidin-4-amine